N=S(=O)CC1=CC=C(C=C1)OC imino(4-methoxyphenyl)methyl-λ6-sulfanone